2-(2-fluoro-4-(4-hydroxypiperidin-4-yl)phenyl)-N-(3-(4-fluoropiperidin-1-yl)propyl)benzo[d]imidazo[2,1-b]thiazole-7-carboxamide dihydrochloride Cl.Cl.FC1=C(C=CC(=C1)C1(CCNCC1)O)C=1N=C2SC3=C(N2C1)C=CC(=C3)C(=O)NCCCN3CCC(CC3)F